4-(azetidin-3-yl)-1-methylpiperidine N1CC(C1)C1CCN(CC1)C